C(C1=CC=CC=C1)OC(=O)N[C@@H]1[C@H](N(CC1)C(=O)OC(C)(C)C)CO tert-butyl (2S,3S)-3-(((benzyloxy)carbonyl)amino)-2-(hydroxymethyl)pyrrolidine-1-carboxylate